nonyl-ascorbate C(CCCCCCCC)OC1=C(C(=O)O[C@@H]1[C@@H](O)CO)O